(2-oxo-5-nitrobenzylidene)ruthenium (II) O=C1C(C=[Ru])C=C(C=C1)[N+](=O)[O-]